Cl.NC=1C=C(C(=C(C1)[C@@H](C)NC1=CC(=NC2=CC=C(C=C12)C=1CCN(CC1)C(C)=O)C)F)C (R)-1-(4-(4-((1-(5-amino-2-fluoro-3-methylphenyl)ethyl)amino)-2-methylquinolin-6-yl)-3,6-dihydropyridin-1(2H)-yl)ethan-1-one hydrochloride